2-(cyclopentyloxy)-4-fluoro-5-(5-methylisoxazol-4-yl)aniline C1(CCCC1)OC1=C(N)C=C(C(=C1)F)C=1C=NOC1C